C(C(C)C)N[C@@H](CCC(=O)O)C(=O)O isobutyl-L-glutamic acid